C1(CCCCC1)C(C(C)(N)C)N 1-cyclohexyl-2-methyl-1,2-propanediamine